C(=C)C1=C(C=CC=C1)[Si](O[Si](C)(C)C)(O[Si](C)(C)C)O[Si](C)(C)C o-vinylphenyltris(trimethylsiloxy)silane